CC=1C(=NC=C(C1)NC(C(=O)N1[C@@H](CC[C@H](C1)C)C1=CC(=NC=C1)C)=O)NC(OC(C)(C)C)=O |r| rac-tert-butyl N-[3-methyl-5-[[2-[(2S,5R)-5-methyl-2-(2-methyl-4-pyridyl)-1-piperidyl]-2-oxo-acetyl]amino]-2-pyridyl]carbamate